FC1=CC=C(C=C1)CNC1=C(C(=NN1C(=O)C1=CSC=C1)C1C(N(CC1C)C(=O)N1CCOCC1)C(=O)O)C 3-(5-{[(4-fluorophenyl)methyl]amino}-4-methyl-1-(thiophene-3-carbonyl)-1H-pyrazol-3-yl)-4-methyl-1-(morpholine-4-carbonyl)pyrrolidine-2-carboxylic acid